ClC1=CC(=C(C=C1)N[C@H]1[C@H](CN(CC1)C=1C2=C(N(C(C1C#N)=O)C)SC(=N2)C)C)OC 7-((3S,4R)-4-((4-chloro-2-methoxyphenyl)amino)-3-methylpiperidin-1-yl)-2,4-dimethyl-5-oxo-4,5-dihydrothiazolo[5,4-b]pyridine-6-carbonitrile